FC(/C=C/C1=CC=C(C=C1)C1=CC=CC=C1)(F)F (E)-4-(3,3,3-trifluoroprop-1-en-1-yl)-1,1'-biphenyl